(1,2-dimethyl-1H-pyrrolo[2,3-c]pyridin-3-yl)(4-hydroxyphenyl)methanone CN1C(=C(C=2C1=CN=CC2)C(=O)C2=CC=C(C=C2)O)C